tris(methylcyclopentadienyl)lanthanum(III) CC1(C=CC=C1)[La](C1(C=CC=C1)C)C1(C=CC=C1)C